C(C1CO1)OCCC[Si](OC)(OC)OC γ-(2,3-epoxypropoxy)propyl-trimethoxysilane